ClC1=CC=C(C=C1)NC(=S)C1=C(CCN(C1=O)C(=O)OC(C)(C)C)O tert-Butyl 5-((4-chlorophenyl)carbamothioyl)-4-hydroxy-6-oxo-3,6-dihydropyridine-1(2H)-carboxylate